vanadium oxygen [O].[V]